[4-[[3-Carbamoyl-6-(methylamino)-5-(3-methylimidazo[4,5-c]pyridin-7-yl)pyrazin-2-yl]amino]phenyl]methanesulfonate C(N)(=O)C=1C(=NC(=C(N1)C=1C2=C(C=NC1)N(C=N2)C)NC)NC2=CC=C(C=C2)CS(=O)(=O)[O-]